BrC=1C=C(C=CC1)C1OC2=C(C1)C=C(C=C2)CO [2-(m-bromophenyl)-2,3-dihydro-1-benzofuran-5-yl]methanol